COC1(CCC23C(CCC2C(C1C3)(C)C)C)C octa-hydro-6-methoxy-3,6,8,8-tetramethyl-1H-3a,7-methano-azulene